N(=O)N(CC)CC N-Nitrosodiethyl-amine